C(CCC)OC(=O)C1=NC(=NC(=C1)NC1=NNC(=C1)C)N(C1C2CC3CC(CC1C3)(C2)O)C Trans-6-[(5-methyl-1H-pyrazol-3-yl)amino]-2-(methyl-[5-hydroxyadamantan-2-yl]amino)pyrimidine-4-carboxylic acid butyl ester